C1(NCC2=CC=CC=C12)C(=O)O isoindoline-1-carboxylic acid